1-(3-fluorobenzyl)piperazine FC=1C=C(CN2CCNCC2)C=CC1